2-butyl-1,3-propylene glycol C(CCC)C(CO)CO